NCCCCN1C(=NC=2C1=C1C(=NC2N)C=CS1)COCC 1-(4-aminobutyl)-2-(2-ethoxymethyl)-1H-imidazo[4,5-d]thieno[3,2-b]pyridine-4-amine